methylphenoxytert-amyl-phosphine CP(C(C)(C)CC)OC1=CC=CC=C1